2-methyl-4-(2,4,5-trimethyl-3,6-dioxocyclohexa-1,4-dienyl)butanamide CC(C(=O)N)CCC1=C(C(C(=C(C1=O)C)C)=O)C